N-(4-(1,3,2-dithiarsolan-2-yl)phenyl)-5-benzyl-1-methyl-N-(piperidin-4-ylmethyl)-1H-pyrazole-3-carboxamide S1[As](SCC1)C1=CC=C(C=C1)N(C(=O)C1=NN(C(=C1)CC1=CC=CC=C1)C)CC1CCNCC1